isononyl isodecanoate C(CCCCCCC(C)C)(=O)OCCCCCCC(C)C